4,4'-(naphthalene-2,7-diylbis(1H-1,2,3-triazole-4,1-diyl))bis(2-hydroxybenzoic Acid) C1=C(C=CC2=CC=C(C=C12)C=1N=NN(C1)C1=CC(=C(C(=O)O)C=C1)O)C=1N=NN(C1)C1=CC(=C(C(=O)O)C=C1)O